ls-3-O-ethyl-ascorbic acid C(C)OC1=C(C(=O)O[C@@H]1[C@@H](O)CO)O